BrC=1C=2[C@H](CCC3=C(C2C=C(C(C1O)=O)C)C(=C(C(=C3)OC)OC)OC)NC(C)=O (S)-N-(8-bromo-9-hydroxy-1,2,3-trimethoxy-11-methyl-10-oxo-5,6,7,10-tetrahydrobenzo[a]heptalen-7-yl)acetamide